1-(2,2-difluoroethyl)-6-(4-((4-(trifluoromethyl)pyridin-2-yl)oxy)piperidin-1-yl)-1H-pyrazolo[3,4-b]pyrazine FC(CN1N=CC=2C1=NC(=CN2)N2CCC(CC2)OC2=NC=CC(=C2)C(F)(F)F)F